6-chloro-N-[5-(cyanomethoxy)-4,6-dimethoxy-pyrimidin-2-yl]-7-fluoro-1H-indole-3-sulfonic acid amide ClC1=CC=C2C(=CNC2=C1F)S(=O)(=O)NC1=NC(=C(C(=N1)OC)OCC#N)OC